C(C#C)OCCCCOCCOC1OCCCC1 2-[2-(4-prop-2-ynoxybutoxy)ethoxy]tetrahydropyran